C(CC)OC(CC)O 1-propoxy-propanol